(2S,4R)-1-((S)-2-amino-3,3-dimethylbutyryl)-4-hydroxy-N-((S)-1-(4-(4-methylthiazol-5-yl)phenyl)ethyl)pyrrolidin-2-carboxamide N[C@H](C(=O)N1[C@@H](C[C@H](C1)O)C(=O)N[C@@H](C)C1=CC=C(C=C1)C1=C(N=CS1)C)C(C)(C)C